BrC1=CC=C(C(=N1)NC([C@H](C)NC)=O)C (S)-N-(6-bromo-3-methylpyridin-2-yl)-2-(methylamino)propanamide